BrC=1C(=C2C(C(NC2=CC1)=O)(C)C)F 5-bromo-4-fluoro-3,3-dimethylindolin-2-one